tert-butyl 4-(4-((2-methoxyphenyl)amino)-5-(methylcarbamoyl)pyrimidin-2-yl)-3-methylpiperazine-1-carboxylate COC1=C(C=CC=C1)NC1=NC(=NC=C1C(NC)=O)N1C(CN(CC1)C(=O)OC(C)(C)C)C